C1(=C(C=CC=C1)P(ON1N=NC=2C1=NC=CC2)(=O)C2=C(C=CC=C2)C)C 3H-[1,2,3]triazolo[4,5-b]pyridine-3-yl di-o-tolylphosphinate